ethyl (7Z)-17-{[4-(dimethylamino)butanoyl] oxy}hexacos-7-enoate CN(CCCC(=O)OC(CCCCCCCC\C=C/CCCCCC(=O)OCC)CCCCCCCCC)C